[N+](=O)([O-])C1=CC(=NN1)CO (5-Nitro-1H-pyrazol-3-yl)methanol